5,6-dichloro-2-((4-fluoro-2-methylphenyl)-amino)-N-(6-methoxy-2-methylpyridin-3-yl)nicotinamide ClC=1C(=NC(=C(C(=O)NC=2C(=NC(=CC2)OC)C)C1)NC1=C(C=C(C=C1)F)C)Cl